N1C(=CC=2C=NC=CC21)CNC(=O)[C@H]2N(CC1(OCCO1)C2)C(CNC(=O)C=2C=CC=1SC3=CC=CC=C3OC1C2)=O (S)-N-((1H-pyrrolo[3,2-c]pyridin-2-yl)methyl)-7-((phenoxathiine-3-carbonyl)glycyl)-1,4-dioxa-7-azaspiro[4.4]nonane-8-carboxamide